C(CCC)N(C(=O)OCC1=C(C=NN1C)C1=CC(=C(O[C@@H]2C[C@H](CCC2)C(=O)O)C=C1)C)C |r| (±)-trans-3-(4-(5-(((butyl(methyl)carbamoyl)oxy)methyl)-1-methyl-1H-pyrazol-4-yl)-2-methylphenoxy)cyclohexane-1-carboxylic acid